ClC(C(=O)N[C@H](C(=O)N1[C@@H]([C@H]2C([C@H]2C1)(C)C)C(=O)N[C@@H](CC1C(NC2=CC=CC=C12)=C=O)C#N)C(C)(C)C)(F)F (1R,2S,5S)-3-((S)-2-(2-chloro-2,2-difluoroacetamido)-3,3-dimethylbutyryl)-N-((1S)-1-cyano-2-(2-carbonylindolin-3-yl)ethyl)-6,6-dimethyl-3-azabicyclo[3.1.0]hexane-2-carboxamide